FC(C(=O)O)(F)F.C(CCCCCCC)C=1C=CC(=NC1)CC(C(=O)O)=C 2-((5-octylpyridin-2-yl)methyl)acrylic acid trifluoroacetic acid salt